C(#C)C1=C(C(=C(C=N1)C1=C(C2=C(N=CN=C2C)N1C)C1=NC=C(C=C1)OC1=NC=CC(=N1)C)C)F 6-(6-Ethynyl-5-fluoro-4-methylpyridin-3-yl)-4,7-dimethyl-5-(5-((4-methylpyrimidin-2-yl)oxy)pyridin-2-yl)-7H-pyrrolo[2,3-d]pyrimidine